ClC=1C(=C(C(=CC1)C(F)F)C1=CN=CC(=N1)C(=O)NC=1C=NN(C1)[C@H](C)C=1C=NC(=NC1)N1[C@H]([C@H]2C[C@H]2C1)C#N)F 6-(3-chloro-6-(difluoromethyl)-2-fluorophenyl)-N-(1-((R)-1-(2-((1S,2R,5R)-2-cyano-3-azabicyclo[3.1.0]hexan-3-yl)pyrimidin-5-yl)ethyl)-1H-pyrazol-4-yl)pyrazine-2-carboxamide